N-[(2-chloro-3-fluoroquinolin-7-yl)methyl]-N-(2-methanesulfonylpyridin-3-yl)-2-(pyrimidin-2-yl)acetamide ClC1=NC2=CC(=CC=C2C=C1F)CN(C(CC1=NC=CC=N1)=O)C=1C(=NC=CC1)S(=O)(=O)C